1-(((2S,3S,4S)-3-ethyl-4-fluoro-5-oxopyrrolidin-2-yl)methoxy)-7-methoxy-4-(pyrimidin-5-ylethynyl)isoquinoline-6-carbonitrile C(C)[C@H]1[C@H](NC([C@H]1F)=O)COC1=NC=C(C2=CC(=C(C=C12)OC)C#N)C#CC=1C=NC=NC1